bis(1-methyl-1-indenyl)zirconium dichloride [Cl-].[Cl-].CC1(C=CC2=CC=CC=C12)[Zr+2]C1(C=CC2=CC=CC=C12)C